2-(4-methylpiperazin-1-yl)-1-(6-((4-(piperidin-1-yl)phenyl)amino)-3,4-dihydroisoquinolin-2(1H)-yl)ethan-1-one CN1CCN(CC1)CC(=O)N1CC2=CC=C(C=C2CC1)NC1=CC=C(C=C1)N1CCCCC1